N1C2=C(C=C(C1)C(=O)N)CCCCC2 2H,5H,6H,7H,8H,9H-cyclohepta[b]pyridine-3-carboxamide